C(C)(=O)OC(CC(=O)OCCCCCC)(CC(=O)OCCCCCC)C(=O)OCCCCCC trihexyl 2-acetyloxypropane-1,2,3-tricarboxylate